ONC1(C(=NN(C1=O)C1=CC=CC=C1)C)C(C1=CC=CC=C1)=NOC 4-(hydroxyamino)-4-[(methoxyimino)(phenyl)methyl]-3-methyl-1-phenyl-4,5-dihydro-1H-pyrazol-5-one